FC(S(=O)(=O)OC1=C(CCC2=CC(=CC=C12)OCC1=CC=CC=C1)C1=CC=CC=C1)(F)F 6-(benzyloxy)-2-phenyl-3,4-dihydronaphthalen-1-yl trifluoromethanesulfonate